P(=O)(O)([O-])[O-] Mono-Hydrogen-Orthophosphat